tert-butyl 4-oxo-8-azadispiro[2.1.55.23]dodecane-8-carboxylate O=C1C2(CC2)CCC12CCN(CC2)C(=O)OC(C)(C)C